C(C1=CC=CC=C1)OC1=C(C(=NC(=C1C)C)C1=C(C=C(C=C1)C(C)(C)C)C)C(=O)OCC ethyl 4-benzyloxy-2-(4-tert-butyl-2-methyl-phenyl)-5,6-dimethyl-pyridine-3-carboxylate